COCCOC(\C=C\C(=C\CCCCC)\CCC(=O)NC)=O (2E,4E)-4-(3-(methylamino)-3-oxopropyl)deca-2,4-dienoic acid methoxyethyl ester